BrC=1C(=C(C=CC1)NC(=O)C=1N=CC(=NC1)CN(C(OC(C)(C)C)=O)CCO[Si](C)(C)C(C)(C)C)C tert-Butyl ((5-((3-bromo-2-methylphenyl)carbamoyl)pyrazin-2-yl)methyl)(2-((tert-butyldimethylsilyl)oxy)ethyl)carbamate